C(C)(=O)N[C@@H]1[C@H]([C@@H]([C@H](O[C@H]1NC(CCCCCCCCCCC(=O)OC)=O)COCCC(=O)OC(C)(C)C)OCCC(=O)OC(C)(C)C)OCCC(=O)OC(C)(C)C di-tert-butyl 3,3'-(((2R,3S,4R,5R,6R)-5-acetamido-2-((3-(tert-butoxy)-3-oxopropoxy)methyl)-6-(12-methoxy-12-oxododecanamido)tetrahydro-2H-pyran-3,4-diyl)bis(oxy))dipropionate